((2R,3S,4R,5R)-5-(4-aminopyrrolo[2,1-f][1,2,4]triazin-7-yl)-5-cyano-3,4-dihydroxytetrahydrofuran-2-yl)methyl 2-(1-methylcyclohexyl)acetate CC1(CCCCC1)CC(=O)OC[C@H]1O[C@@]([C@@H]([C@@H]1O)O)(C#N)C1=CC=C2C(=NC=NN21)N